4-[(3-Isopropyl-5-methyl-pyrazolo[1,5-a]pyrimidin-7-yl)amino]piperidin C(C)(C)C=1C=NN2C1N=C(C=C2NC2CCNCC2)C